N,N-dimethyl-3-phenyl-4-(2-thienyl)butyramide CN(C(CC(CC=1SC=CC1)C1=CC=CC=C1)=O)C